(E)-3-Methyl-6,7-dihydrobenzofuran-4(5H)-one-O-(4-(4-methylpiperazin-1-yl)but-2-yn-1-yl) oxime CN1CCN(CC1)CC#CCO\N=C\1/CCCC2=C1C(=CO2)C